C(#N)C1=CC=CC(=N1)C[C@H](N)C1=C(C=CC=C1)C1=NN(C2=CC=CC=C12)C(C)C (S)-2-(6-Cyanopyridine-2-yl)-1-[2-(1-isopropyl-1H-indazol-3-yl)phenyl]ethan-1-amine